FC(OC=1C=C(C=CC1)C1=CC(=C2C(=N1)C=NN2C(C)C)N[C@H]2COCC2)F 5-[3-(difluoromethoxy)phenyl]-1-isopropyl-N-[(3R)-tetrahydrofuran-3-yl]pyrazolo[4,3-b]pyridin-7-amine